l-4-(2-fluoro-4-iodo-anilino)-1,3-dimethyl-pyrido[2,3-d]pyridazine-2,5-dione FC1=C(NC=2C(C(N(C3=CN=NC(C32)=O)C)=O)C)C=CC(=C1)I